CN(CCC[Si](OC)(OC)OC)CCC[Si](OC)(OC)OC n-methyl-3-(trimethoxysilyl)-N-[3-(trimethoxysilyl)propyl]-1-propanamine